4-ethynyl-N-(2-methoxyethyl)benzamide C(#C)C1=CC=C(C(=O)NCCOC)C=C1